CNC1C2=C(OC1)C=C1C=CC=CC1=C2 N-methyl-2,3-dihydronaphtho[2,3-b]furan-3-amine